2-(2-(3-(1-(2,6-Dioxopiperidin-3-yl)-3-methyl-2-oxo-2,3-dihydro-1H-benzo[d]imidazol-5-yl)propoxy)ethoxy)acetaldehyde O=C1NC(CCC1N1C(N(C2=C1C=CC(=C2)CCCOCCOCC=O)C)=O)=O